COC1=C(C=CC=2C(C3=CC=CC=C3C(C12)=O)=O)C 1-methoxy-2-methyl-anthraquinone